ClCC(CC1(N([C@H]2C[C@H]2C1)C(=O)OC(C)(C)C)C(=O)OC)=C 2-(t-butyl) 3-methyl (1S,5S)-3-(2-(chloromethyl)allyl)-2-azabicyclo[3.1.0]hexane-2,3-dicarboxylate